C(C)(C)(C)OC(=O)N1CCC(CC1)C=1C=C2C(=NC(=NC2=CC1)C)N[C@H](C)C1=CC(=CC(=C1)C(F)(F)F)[N+](=O)[O-] (R)-4-(2-methyl-4-((1-(3-nitro-5-(trifluoromethyl)phenyl)ethyl)amino)quinazolin-6-yl)piperidine-1-carboxylic acid tert-butyl ester